racemic-1-[3-(2,6-dimethoxyphenyl)-1H-pyrrolo[2,3-b]pyridin-6-yl]-3-[3-(dimethylamino)-2-fluoropropyl]urea COC1=C(C(=CC=C1)OC)C1=CNC2=NC(=CC=C21)NC(=O)NC[C@H](CN(C)C)F |r|